C(C)(C)(C)C1CCN(CC1)C(=O)NC1=CC(=C(C(=C1)C=1N=NNN1)C=1C=NC(=CC1)OCC)F 4-(tert-butyl)-N-(4-(6-ethoxypyridin-3-yl)-3-fluoro-5-(2H-tetrazol-5-yl)phenyl)piperidine-1-carboxamide